FC1(OC2=C(O1)C=C(C(=C2)NC(=O)C=2N=C(SC2)C2=NOC1C2COC1)C(NC1=CC(=C(C=C1)F)C(F)(F)F)=O)F N-(2,2-difluoro-6-((4-fluoro-3-(trifluoromethyl)phenyl)carbamoyl)benzo[d][1,3]dioxol-5-yl)-2-(3a,4,6,6a-tetrahydrofuro[3,4-d]isoxazol-3-yl)thiazole-4-carboxamide